C(C)(C)N1C([C@@H](OC2(C1)CCN(CC2)CC=2C=C(C#N)C=CC2)C)=O (S)-3-((4-Isopropyl-2-methyl-3-oxo-1-oxa-4,9-diazaspiro[5.5]undecan-9-yl)methyl)benzonitril